5-phenethyloxy-3-(trifluoromethyl)pyrazol C(CC1=CC=CC=C1)OC1=CC(=NN1)C(F)(F)F